acryloxypropyltrimethoxymethylsilane C(C=C)(=O)OCCC[SiH2]C(OC)(OC)OC